C(=CC=CCCCCC)O nondienol